FC1(CC(C1)C1=NN(C(=C1C(C)C)NC(OCC(C)(C)F)=O)C)F 2-fluoro-2-methylpropyl (3-(3,3-difluorocyclobutyl)-4-isopropyl-1-methyl-1H-pyrazol-5-yl)carbamate